N(=[N+]=[N-])CC1=C(C=CC(=C1F)OC)SC (2-(azidomethyl)-3-fluoro-4-methoxyphenyl)(methyl)sulfane